OC[C@@H]1C=C[C@H](CO1)NC=1C2=C(N=CN1)NC=C2C=O (4-(((3R,6S)-6-(hydroxymethyl)-3,6-dihydro-2H-pyran-3-yl)amino)-7H-pyrrolo[2,3-d]pyrimidin-5-yl)methanone